4-chloro-N-[[1-[6-(3-cyclopropyl-1,2,4-triazol-1-yl)-2-azaspiro[3.3]heptane-2-carbonyl]-4-piperidyl]methyl]benzenesulfonamide ClC1=CC=C(C=C1)S(=O)(=O)NCC1CCN(CC1)C(=O)N1CC2(C1)CC(C2)N2N=C(N=C2)C2CC2